C(C)C=1SC(=C(N1)N)CC 2,5-diethylthiazol-4-amine